(S)-N-[1-(5-chloro-4-methylpyrimidin-2-yl)-3-cyano-3-methylcyclobutyl]-2-methylpropane-2-sulfinamide ClC=1C(=NC(=NC1)C1(CC(C1)(C)C#N)N[S@@](=O)C(C)(C)C)C